Pyrrolopyrrolidine N1C=CC2=C1CCN2